N1C(CCC2=CC=CN=C12)CCCCCO[C@H]1CN(CC1)C(=O)OC(C)(C)C (3R)-tert-butyl 3-((5-(1,2,3,4-tetrahydro-1,8-naphthyridin-2-yl)pentyl)oxy)pyrrolidine-1-carboxylate